[1-(5-{[2,6-bis(trifluoromethyl)phenyl]methoxy}pyrimidin-2-yl)imidazol-4-yl]methanol FC(C1=C(C(=CC=C1)C(F)(F)F)COC=1C=NC(=NC1)N1C=NC(=C1)CO)(F)F